4-(5-(3,5-dimethylisoxazol-4-yl)-1-(2-methylpyridin-3-yl)-1H-pyrrolo[2,3-b]pyridin-3-yl)-3-(trifluoromethoxy)benzoic acid CC1=NOC(=C1C=1C=C2C(=NC1)N(C=C2C2=C(C=C(C(=O)O)C=C2)OC(F)(F)F)C=2C(=NC=CC2)C)C